(1r,2'S,4S)-4-(3-chloroanilino)-2'-[(2R)-3-{[8-(difluoromethyl)-5,6,7,8-tetrahydroquinolin-4-yl]oxy}-2-methylpropyl]-2',3'-dihydrospiro[cyclohexane-1,1'-indene]-4-carboxylic acid ClC=1C=C(NC2(CCC3([C@H](CC4=CC=CC=C34)C[C@H](COC3=CC=NC=4C(CCCC34)C(F)F)C)CC2)C(=O)O)C=CC1